NC=1C(=NN(C1OCCCC1(NC(=NC(=C1Cl)NC)Cl)N)C1COCCC1)C 4-(3-((4-amino-3-methyl-1-(tetrahydro-2H-pyran-3-yl)-1H-pyrazol-5-yl)oxy)propyl)-2,5-Dichloro-N6-methylpyrimidine-4,6-diamine